4-fluoro-2H-pyrazol-3-amine FC1=C(NN=C1)N